N,N'-(Ethane-1,2-diyl)bis(5-(4-((2,4-diaminopyrimidin-5-yl)methyl)-2,6-dimethoxyphenoxy)pentanamide) C(CNC(CCCCOC1=C(C=C(C=C1OC)CC=1C(=NC(=NC1)N)N)OC)=O)NC(CCCCOC1=C(C=C(C=C1OC)CC=1C(=NC(=NC1)N)N)OC)=O